[Si](C)(C)(C(C)(C)C)OC=1C(=C(C(=O)OC)C=CC1)C Methyl 3-[tert-butyl(dimethyl)silyl]oxy-2-methyl-benzoate